OC1=C(C(=O)C2=CC=C(C(=O)N[C@H]3[C@@H](CNC3)NC(=O)C3=CC=NC=C3)C=C2)C=CC=C1C N-[(3R,4R)-4-[4-(2-hydroxy-3-methylbenzoyl)benzamido]pyrrolidin-3-yl]pyridine-4-carboxamide